ClC=1C=C2C(=CC1Cl)NC([C@]21CN(CC1)C(=O)C1=CNC=C1)=O (S)-5,6-dichloro-1'-(1H-pyrrole-3-carbonyl)spiro[indoline-3,3'-pyrrolidin]-2-one